monon-butyl-zirconium C(CCC)[Zr]